OCCOCCOCCC(=O)O 3-(2-(2-hydroxyethoxy)ethoxy)propionic acid